FC(C=1N=COC1C(=O)N1[C@@H](C2=C(CC1)NC=N2)C=2OC1=C(N2)C(=CC=C1C)F)F (S)-(4-(difluoromethyl)oxazol-5-yl)(4-(4-fluoro-7-methylbenzo[d]oxazol-2-yl)-6,7-dihydro-1H-imidazo[4,5-c]pyridin-5(4H)-yl)methanone